[NH4+].ON1N=NC2=C1C=CC=C2 1-hydroxybenzotriazole ammonium salt